[NH4+].C1(=CC=CC=C1)S(=O)[O-] benzenesulfinic acid ammonium salt